NC=1C(=CC=C2C=C(C(=NC12)OC)C(=O)O)C12CC(C1)C2 8-amino-7-(bicyclo[1.1.1]pentan-1-yl)-2-methoxyquinoline-3-carboxylic acid